CC(=O)OCC(=O)[C@]1(CC[C@@H]2[C@@]1(CC(=O)[C@H]3[C@H]2CCC4=CC(=O)C=C[C@]34C)C)O The molecule is a steroid ester, a 20-oxo steroid, an acetate ester, a 17alpha-hydroxy steroid, an 11-oxo steroid, a 3-oxo-Delta(1),Delta(4)-steroid and a tertiary alpha-hydroxy ketone. It derives from a prednisone.